trimethyl(2,5,6,7-tetrahydrooxepin-4-yl)stannane C[Sn](C1=CCOCCC1)(C)C